ClC1=C(C=CC=C1)CC(=O)NC1CN(C(C1C)=O)C1=CC(=CC(=C1)F)F 2-(2-chlorophenyl)-N-[1-(3,5-difluorophenyl)-4-methyl-5-oxopyrrolidin-3-yl]acetamid